8,8'-(((1S,3R)-3-hydroxycyclohex-yl)azanediyl)bis-(N,N-didecyloctan-amide) O[C@H]1C[C@H](CCC1)N(CCCCCCCC(=O)N(CCCCCCCCCC)CCCCCCCCCC)CCCCCCCC(=O)N(CCCCCCCCCC)CCCCCCCCCC